C(C)(C)(C)OC(N(C1=NC=CC(=C1F)CC=1C=NC=C(C1C)OC1=C(C=C(C=C1)C(F)F)F)C(=O)OC(C)(C)C)=O tert-butyloxycarbonyl-N-[4-[[5-[4-(difluoromethyl)-2-fluoro-phenoxy]-4-methyl-3-pyridinyl]methyl]-3-fluoro-2-pyridinyl]carbamic acid tert-butyl ester